COCN1C=2C(=NC(=NC2N(C(C1=O)C)C)NCC=1C=NN(C1)CC1=CC(=NN1C)C(F)(F)F)C (methoxymethyl)-4,7,8-trimethyl-2-(((1-((1-methyl-3-(trifluoromethyl)-1H-pyrazol-5-yl)methyl)-1H-pyrazol-4-yl)methyl)amino)-7,8-dihydropteridin-6(5H)-one